C(C)(C)(C)C=1N(C2=CC=C(C=C2C1)NC(=O)C1(CC1)C=1C=C2CCCC2=CC1)C[C@H](CO)O (R)-N-(2-tert-butyl-1-(2,3-dihydroxypropyl)-1H-indol-5-yl)-1-(2,3-dihydro-1H-inden-5-yl)cyclopropanecarboxamide